2,6-diethyl-4-methyl-2-cyclohexenone C(C)C=1C(C(CC(C1)C)CC)=O